S1C(=CC=C1)C(CC(=O)O)C 3-(2-thiophenyl)-butyric acid